(3-Chloro-6-methoxy-pyridazin-4-yl)-[4-fluoro-3-(7-morpholin-4-yl-quinazolin-4-yl)phenyl]-methanol ClC=1N=NC(=CC1C(O)C1=CC(=C(C=C1)F)C1=NC=NC2=CC(=CC=C12)N1CCOCC1)OC